6-[(4-chloro-1H-indol-6-yl)amino]-4-{[6-(difluoromethoxy)pyridin-3-yl]amino}pyridine-2-carbonitrile ClC1=C2C=CNC2=CC(=C1)NC1=CC(=CC(=N1)C#N)NC=1C=NC(=CC1)OC(F)F